4-(9-(2,2-Difluoro-2-(pyridin-2-yl)ethyl)-6-(2-(3-methylbenzylidene)hydrazinyl)-9H-purin-2-yl)morpholine FC(CN1C2=NC(=NC(=C2N=C1)NN=CC1=CC(=CC=C1)C)N1CCOCC1)(C1=NC=CC=C1)F